4-[(S)-2-((S)-2-acetylamino-3-phenylpropionylamino)-2-(4-ethylthiazol-2-yl)ethyl]phenylaminosulfonic acid C(C)(=O)N[C@H](C(=O)N[C@@H](CC1=CC=C(C=C1)NS(=O)(=O)O)C=1SC=C(N1)CC)CC1=CC=CC=C1